1,10-di(lauroyl)triethylenetetramine C(CCCCCCCCCCC)(=O)NCCNCCNCCNC(CCCCCCCCCCC)=O